N1=CC=C(C=C1)C(=O)O Pyridin-4-formic acid